CCC(C)CCCCCCCCCCCCC(=O)O The molecule is a methyl-branched fatty acid that is hexadecanoic acid (palmitic acid) substituted by a methyl group at position 14. It has a role as a plant metabolite and a mammalian metabolite. It is a methyl-branched fatty acid, a branched-chain saturated fatty acid and a long-chain fatty acid. It derives from a hexadecanoic acid.